CN1C(CCCC1)=O methyl-piperidone